FC1=CC=C(C=C1)N1C(=CC2=C1C=C1C=NN(C1=C2)C2OCCCC2)CC(C)(C)OC 5-(4-fluorophenyl)-6-(2-methoxy-2-methyl-propyl)-1-tetrahydropyran-2-yl-pyrrolo[2,3-f]indazole